(2-chloro-3-(trifluoromethyl)benzamido)-3-methylisothiazole-4-carboxylic acid methyl ester COC(=O)C=1C(=NSC1NC(C1=C(C(=CC=C1)C(F)(F)F)Cl)=O)C